N-(3-methoxybenzyl)-N-(4-morpholinobenzyl)-4-(piperidin-1-ylmethyl)aniline COC=1C=C(CN(C2=CC=C(C=C2)CN2CCCCC2)CC2=CC=C(C=C2)N2CCOCC2)C=CC1